CC1CC(C2=C(C1)N1CCC3=CC=CC=C3C1CC21SCCS1)=O 2,3,4,5,6,10b,11,12-Octahydro-3-methyl-spiro[4b-azachrysen-12,2'-[1,3]dithiolan]-1-on